N-[(6-Amino-2-pyridyl)sulfonyl]-6-(6-ethoxy-4-methyl-2-pyridyl)-2-(2,4,6-trimethylphenoxy)pyridin-3-carboxamid NC1=CC=CC(=N1)S(=O)(=O)NC(=O)C=1C(=NC(=CC1)C1=NC(=CC(=C1)C)OCC)OC1=C(C=C(C=C1C)C)C